2-(2,6-dimethylphenylamino)-2-oxoacetic acid CC1=C(C(=CC=C1)C)NC(C(=O)O)=O